C(=O)(O)CCCC=1C(C2=CC=CC=C2C(C1C)=O)=O 2-(3-carboxypropyl)-3-methyl-1,4-naphthoquinone